bis-carbene palladium C=[Pd]=C